N-(tert-butyl)-1-(3,5-dichlorophenyl)-8-(3-isocyanatophenyl)-7-methoxy-N-methyl-1,4-dihydrochromeno[4,3-c]pyrazole-3-carboxamide C(C)(C)(C)N(C(=O)C=1C2=C(N(N1)C1=CC(=CC(=C1)Cl)Cl)C=1C=C(C(=CC1OC2)OC)C2=CC(=CC=C2)N=C=O)C